Cl.O=C(COC1=CC=C(C=C1)C1C(NC(CC1)=O)=O)N1CCNCC1 3-(4-(2-oxo-2-(piperazin-1-yl)ethoxy)phenyl)piperidine-2,6-dione hydrochloride